Cl.Cl.C(N)(=N)C1=C2C=C(NC2=CC(=C1)C(N)=N)C1=CC=CC=C1 4,6-Diamidino-2-phenylindole dihydrochloride